2-butyl-1-(fluorosulfonyl)-3-methyl-1H-imidazole trifluoromethanesulfonate FC(S(=O)(=O)O)(F)F.C(CCC)C1N(C=CN1C)S(=O)(=O)F